2-amino-N-(4-hydroxybicyclo-[2.2.2]oct-1-yl)-5-(4-((1r,5s)-3-(tetrahydro-2H-pyran-4-yl)-3-azabicyclo-[3.1.0]hex-1-yl)phenyl)nicotinamide NC1=C(C(=O)NC23CCC(CC2)(CC3)O)C=C(C=N1)C1=CC=C(C=C1)[C@@]13CN(C[C@H]3C1)C1CCOCC1